C(C)N(C1=CC=C(C=C1)C(=CC=C(C1=CC=CC=C1)C1=CC=CC=C1)C1=CC=C(C=C1)N(CC)CC)CC 1,1-bis(4-diethylaminophenyl)-4,4-diphenyl-1,3-butadiene